ClC=1C2=C(SC1C(F)(F)P(OCC)(OCC)=O)C=CC(=C2)C(NC2=CC=CC=C2)=O diethyl ((3-chloro-5-(phenylcarbamoyl)benzo[b]thiophen-2-yl)difluoromethyl)phosphonate